7-(3-((6-amino-4-(furan-2-yl)-1H-pyrazolo[3,4-d]pyrimidin-1-yl)methyl)phenoxy)-N-hydroxyheptanamide NC1=NC(=C2C(=N1)N(N=C2)CC=2C=C(OCCCCCCC(=O)NO)C=CC2)C=2OC=CC2